[8-(2-methoxy-3,3-dimethyl-oxirane-2-carbonyl)phenoxathiin-2-yl]-(2-methoxy-3,3-dimethyl-oxiran-2-yl)methanone COC1(OC1(C)C)C(=O)C1=CC=C2OC=3C=CC(=CC3SC2=C1)C(=O)C1(OC1(C)C)OC